(3-acetamido-4-((4-methyl-5-nitrothiazol-2-yl)carbamoyl)phenyl)glycine C(C)(=O)NC=1C=C(C=CC1C(NC=1SC(=C(N1)C)[N+](=O)[O-])=O)NCC(=O)O